Tert-butyl 6-(3-(4-acetylpiperazin-1-yl)-4-iodo-5-methyl-1H-pyrazol-1-yl)-2-azaspiro[3.3]heptane-2-carboxylate C(C)(=O)N1CCN(CC1)C1=NN(C(=C1I)C)C1CC2(CN(C2)C(=O)OC(C)(C)C)C1